((3-(bromomethyl)oxetan-3-yl)methyl)-L-prolin methyl ester COC([C@H]1N(CCC1)CC1(COC1)CBr)=O